ClCCCC#CCCCCCC(OC)OC 11-chloro-1,1-dimethoxy-7-undecyne